C(C)(C)(C)C1=CC=C(C=C1)C1=C2C(=NNC2=CC=C1)NCCC1=CC=C(C(=O)O)C=C1 4-(2-((4-(4-(tert-butyl)phenyl)-1H-indazol-3-yl)amino)ethyl)benzoic acid